1-(6-chloro-1H-pyrazolo[4,3-c]pyridin-3-yl)azetidin-3-amine trifluoroacetate salt FC(C(=O)O)(F)F.ClC1=CC2=C(C=N1)C(=NN2)N2CC(C2)N